tert-butyl (R)-2-((1-(3-cyano-2-(ethylthio)-6-methyl-4-oxo-4H-chromen-8-yl)ethyl)amino)benzoate C(#N)C1=C(OC2=C(C=C(C=C2C1=O)C)[C@@H](C)NC1=C(C(=O)OC(C)(C)C)C=CC=C1)SCC